CC1NCC2C(N3CCOC=4N=C5N=CC=CC5=C(C34)N2C1)=O 2-methyl-2,3,4,4a,6,7-hexahydro-8-oxa-3,5a,9,10,13c-pentazanaphtho[3,2,1-de]anthracene-5(1H)-one